OCS(=O)(=O)[O-] hydroxy-methyl-sulfonate